ClC1=C(C(=C(C=C1)C=1N=NN(C1)[C@H]1[C@H]([C@H](O[C@@H]([C@@H]1OC)CC=1N=NN(C1)C1(COC1)C)CO)O)F)F (2R,3R,4S,5R,6R)-4-(4-(4-chloro-2,3-difluorophenyl)-1H-1,2,3-triazol-1-yl)-2-(hydroxymethyl)-5-methoxy-6-((1-(3-methyloxetan-3-yl)-1H-1,2,3-triazol-4-yl)methyl)tetrahydro-2H-pyran-3-ol